[(5-{5-[(5-Methoxypyridin-2-yl)methoxy]-1,3-benzoxazol-2-yl}pyridin-3-yl)methyl](methyl)amine COC=1C=CC(=NC1)COC=1C=CC2=C(N=C(O2)C=2C=C(C=NC2)CNC)C1